ClC1=CC=C(C=C1)C(CN(C)C)N1CCN(CC1)C1=C2C(=NC=N1)NN=C2C(F)(F)F 2-(4-chlorophenyl)-N,N-dimethyl-2-(4-(3-(trifluoromethyl)-1H-pyrazolo[3,4-d]pyrimidin-4-yl)piperazin-1-yl)ethan-1-amine